ClC=1C=C(C=CC1)N1C=C(C2=C1N=CN=C2N2[C@H](CN(C[C@@H]2C)C(=O)OCC)C)C2CC2 Ethyl (3S,5S)-4-(7-(3-chlorophenyl)-5-cyclopropyl-7H-pyrrolo[2,3-d]pyrimidin-4-yl)-3,5-dimethylpiperazine-1-carboxylate